COC1=CC=C(C=C1)[C@H]1[C@@H](CNCC1)CON1C(C2=CC=CC=C2C1)=O [trans-4-(4-Methoxyphenyl)piperidin-3-yl]methoxylisoindolin-1-one